5-(3-(1-(cyclopropylsulfonyl)piperidin-4-yl)-2-fluoro-6-hydroxyphenyl)-1,2,5-thiadiazolidin-3-one 1,1-dioxide C1(CC1)S(=O)(=O)N1CCC(CC1)C=1C(=C(C(=CC1)O)N1CC(NS1(=O)=O)=O)F